C1(CC1)CN1C(CCC1=O)C(=O)O 1-(Cyclopropylmethyl)-5-oxopyrrolidine-2-carboxylic Acid